tert-butyl 4-[cyano(3,5-difluorophenyl)methylidene]piperidine-1-carboxylate C(#N)C(=C1CCN(CC1)C(=O)OC(C)(C)C)C1=CC(=CC(=C1)F)F